C(OCC1=CC=C(C=C1)NC([C@@H](NC([C@@H](NC(CCOCCOCCN1C(C=CC1=O)=O)=O)C(C)C)=O)CCCNC(=O)N)=O)(OC1=CC=C(C=C1)[N+](=O)[O-])=O 4-((2S,5S)-15-(2,5-dioxo-2,5-dihydro-1H-pyrrol-1-yl)-5-isopropyl-4,7-dioxo-2-(3-ureidopropyl)-10,13-dioxa-3,6-diazapentadecanamido)benzyl (4-nitrophenyl) carbonate